6-((3-amino-2-chloro-6-fluorophenyl)amino)-5-fluoro-3-(fluoromethyl)quinazolin-4(3H)-one NC=1C(=C(C(=CC1)F)NC=1C(=C2C(N(C=NC2=CC1)CF)=O)F)Cl